FC1=C(C=C(C=C1)C1=C(C(=O)N)C=CC=C1C(F)(F)F)C(=O)C=1C=C2N=C(C=NC2=CC1)N1CCOCC1 (4-fluoro-3-(3-morpholinylquinoxaline-6-carbonyl)phenyl)-3-(trifluoromethyl)benzamide